C=C1CNCCCC1 3-methyleneazepane